FC1(CN(C1)CCOCCN1C(C2=CC=CC=C2C1=O)=O)F 2-(2-(2-(3,3-Difluoroazetidin-1-yl)ethoxy)ethyl)isoindoline-1,3-dione